CN(C1=CC=C(C(=N1)F)C1=CC=C(C=C1)C=1N=C2N(C=C(C=C2)OCCOCCOC=2C=C(C(=CC2)C(=O)OC)C(=O)OC)C1)C dimethyl 4-[2-[2-[2-[4-[6-(dimethylamino)-2-fluoro-pyridin-3-yl]-phenyl]imidazo[1,2-a]pyridin-6-yl]oxyethoxy]ethoxy]benzene-1,2-dicarboxylate